S1C(SCCC1)C=1OC(=CC(C1C1=CC=CC=C1)C1=CC(=C(C(=C1)OC)OC)OC)C1=CC=CC=C1 2-(1,3-dithian-2-yl)-3,6-diphenyl-4-(3,4,5-trimethoxy-phenyl)-4H-pyran